CN(C)CC1(CC1)COC=1N=C(C2=C(N1)CN(C2)C(=O)C2=CC(=CC1=CC=CC(=C21)I)O)N2CCC(CCC2)C#N 1-(2-((1-((dimethylamino)methyl)cyclopropyl)methoxy)-6-(3-hydroxy-8-iodo-1-naphthoyl)-6,7-dihydro-5H-pyrrolo[3,4-d]pyrimidin-4-yl)azepane-4-carbonitrile